di(methyl)phenylmethane CC(C1=CC=CC=C1)C